4-(7-(2,6-Dimethylpyridin-4-yl)-9H-carbazol-3-yl)-5,6-dihydropyridine-1(2H)-carboxylic acid tert-butyl ester C(C)(C)(C)OC(=O)N1CC=C(CC1)C=1C=CC=2NC3=CC(=CC=C3C2C1)C1=CC(=NC(=C1)C)C